CN1CC(C1)NC(=O)C1=NC=CC=C1 N-(1-methylazacyclobutane-3-yl)pyridinamide